5-bromo-2-chloro-N-cyclopropyl-N-(2,2-diethoxyethyl)nicotinamide BrC=1C=NC(=C(C(=O)N(CC(OCC)OCC)C2CC2)C1)Cl